C1(=CC=CC=C1)C1=CN=C(N1)C=1C=NC=CC1O 3-(5-phenyl-1H-imidazol-2-yl)pyridin-4-ol